NC(C(=O)O)(CC)N di-amino-butyric acid